8-((2-hydroxyethyl)amino)nonadecan OCCNC(CCCCCCC)CCCCCCCCCCC